C(C)(C)(C)OC(=O)N1[C@@H](CCC1)[C@@]1(OC2=C(C1)C(=C(C(=C2)F)Cl)C2=C(C(=NC=C2C(=O)OC)OCCOC2OCCCC2)F)C2=CC=CC=C2 Methyl 4-((2S,4S)-2-((S)-1-(tert-butoxycarbonyl)pyrrolidin-2-yl)-5-chloro-6-fluoro-2-phenyl-2,3-dihydrobenzofuran-4-yl)-5-fluoro-6-(2-((tetrahydro-2H-pyran-2-yl)oxy)ethoxy)nicotinate